C(#N)C=1C=C(C(=NC1)OC)S(=O)(=O)NC1=C(C(=C(C=C1)F)C1CCC=2N(C1)C=NC2C2=NN=C(N2COCC[Si](C)(C)C)C)F 5-cyano-N-[2,4-difluoro-3-[1-(5-methyl-4-[[2-(trimethylsilyl)ethoxy]methyl]-1,2,4-triazol-3-yl)-5H,6H,7H,8H-imidazo[1,5-a]pyridin-6-yl]phenyl]-2-methoxypyridine-3-sulfonamide